5-(6-(4,4-difluoropiperidine-1-carbonyl)naphthalen-1-yl)-2-(2-hydroxyethyl)isoindolin-1-one FC1(CCN(CC1)C(=O)C=1C=C2C=CC=C(C2=CC1)C=1C=C2CN(C(C2=CC1)=O)CCO)F